1-{4-[(3-cyclopropyl-1-{[2-(trimethylsilyl)ethoxy]methyl}-1H-pyrrolo[2,3-b]pyridin-4-yl)oxy]-3,5-difluorophenyl}-3-[(3-fluorooxetan-3-yl)methyl]urea C1(CC1)C1=CN(C2=NC=CC(=C21)OC2=C(C=C(C=C2F)NC(=O)NCC2(COC2)F)F)COCC[Si](C)(C)C